methyl 7-hydroxy-4-methyl-5-oxo-4,5-dihydrothieno[3,2-b]pyridine-6-carboxylate OC=1C2=C(N(C(C1C(=O)OC)=O)C)C=CS2